Cl.FC1=C(C=CC(=C1)C(F)(F)F)C=1C(=NC(=NC1)NC1CC12CCNCC2)C N-(5-(2-fluoro-4-(trifluoromethyl)phenyl)-4-methyl-pyrimidin-2-yl)-6-azaspiro[2.5]octan-1-amine, hydrochloride salt